1-(4-{4-[2-(3,3-difluoroazetidin-1-yl)acetamido]-1H-1,2,3-triazol-1-yl}-3-fluorobutyl)-N-(pyridin-2-ylmethyl)-1H-1,2,3-triazole-4-carboxamide FC1(CN(C1)CC(=O)NC=1N=NN(C1)CC(CCN1N=NC(=C1)C(=O)NCC1=NC=CC=C1)F)F